[2-(4-isopropylphenyl)imidazo[1,2-a]pyrimidin-3-yl]methanone C(C)(C)C1=CC=C(C=C1)C=1N=C2N(C=CC=N2)C1C=O